COC(=O)C1C(CC(C1)(C)C)=O.C[Si]1(O[Si](O[Si](O1)(O[Si](C)(C)C)C)(C)C)C pentamethyl-{(trimethylsilyl)oxy}cyclotrisiloxane methyl-4,4-dimethyl-2-oxocyclopentane-1-carboxylate